(E)-6-((4-bromo-2-methoxyphenyl)diazenyl)-7-methoxy-2H-chromene BrC1=CC(=C(C=C1)/N=N/C=1C=C2C=CCOC2=CC1OC)OC